2-amino-3-[5-(trifluoromethyl)thiophen-3-yl]propanoic acid NC(C(=O)O)CC1=CSC(=C1)C(F)(F)F